[4-(2,6-difluorobenzenesulfonyl)-1-piperazinyl]Thiazole FC1=C(C(=CC=C1)F)S(=O)(=O)N1CCN(CC1)C=1SC=CN1